C(C1=CC=CC=C1)OC=1C(=CC2=C(CNS(O2)(=O)=O)C1)Cl 6-(benzyloxy)-7-chloro-3,4-dihydro-2H-1,2λ6,3-benzoxathiazine-2,2-dione